C(CCC)N1C2=CC=C(C=C2C=2C=CN=C(C12)C)NC(=O)NC1=CC=C(C=C1)C 1-(9-butyl-1-methyl-β-carbolin-6-yl)-3-(p-tolyl)urea